4-((3-amino-5-((S)-4-amino-2-oxo-8-azaspiro[4.5]decan-8-yl)pyrazin-2-yl)thio)-3-fluoro-1-methyl-3-(trifluoromethyl)indolin-2-one deoxythymidine-5'-tetraphosphate P(O)(=O)(OP(=O)(O)OP(=O)(O)OP(=O)(O)O)OC[C@@H]1[C@H](C[C@@H](O1)N1C(=O)NC(=O)C(C)=C1)O.NC=1C(=NC=C(N1)N1CCC2([C@H](CC(C2)=O)N)CC1)SC1=C2C(C(N(C2=CC=C1)C)=O)(C(F)(F)F)F